1-(4-(2-(((1R,4R)-4-hydroxycyclohexyl)amino)-6-((5-(5-phenyl-1,3,4-oxadiazol-2-yl)thiazol-2-yl)amino)pyrimidin-4-yl)piperazin-1-yl)ethan-1-one OC1CCC(CC1)NC1=NC(=CC(=N1)N1CCN(CC1)C(C)=O)NC=1SC(=CN1)C=1OC(=NN1)C1=CC=CC=C1